ClCC1=NC=2N(N=C1C[C@@H]1C(NC[C@@H](C1)C(F)(F)F)=O)C=C(N2)[C@H](C(C2CC2)C2CC2)NC(=O)C2=CC=NN2CC N-((S)-1-(3-(chloromethyl)-2-(((3R,5R)-2-oxo-5-(trifluoromethyl)piperidin-3-yl)methyl)imidazo[1,2-b][1,2,4]triazin-6-yl)-2,2-dicyclopropylethyl)-1-ethyl-1H-pyrazole-5-carboxamide